CO[C@@H]1CC[C@H](CC1)N1C(CNC=2C1=NC(=CN2)C=2C=NC(=CC2C)C2=NNC=N2)=O 1-(trans-4-methoxycyclohexyl)-7-(4-methyl-6-(1H-1,2,4-triazol-3-yl)pyridin-3-yl)-3,4-dihydropyrazino[2,3-b]pyrazin-2(1H)-one